ClC1=CC(=C(C(=C1)C)CC(=O)NC1(CCC2(OCCO2)CC1)C(=O)OCCC)C propyl 8-[[2-(4-chloro-2,6-dimethyl-phenyl)acetyl]amino]-1,4-dioxaspiro[4.5]decane-8-carboxylate